N1C=CC2=CC(=CC=C12)C1NC2=CC=CC=C2C(N1)=O 2-(indol-5-yl)-2,3-dihydroquinazolin-4(1H)-one